1-[[3-Fluoro-4-(5-(trifluoromethyl)-1,2,4-oxadiazol-3-yl)phenyl]methyl]azepan-2-on FC=1C=C(C=CC1C1=NOC(=N1)C(F)(F)F)CN1C(CCCCC1)=O